ClC=1C=C(C=C(C1OC1=NC=C(C(=C1)S(=O)(=O)C1CCC1)O)Cl)N1N=C(C(NC1=O)=O)C(F)F 2-[3,5-dichloro-4-[(4-cyclobutylsulfonyl-5-hydroxy-2-pyridinyl)-oxy]phenyl]-6-(difluoromethyl)-1,2,4-triazine-3,5-dione